COC(=O)CCCCCCCCCC Decane-10-carboxylic acid methyl ester